[N]=O nitrogen mono-oxide